C1(CCCCC1)NC(C(=C)N(C=1C2=C(N=C(N1)C=1N=CN(C1)C)CCC2)C)=O (2R)-N-cyclohexyl-2-{methyl[2-(1-methyl-1H-imidazol-4-yl)-5H,6H,7H-cyclopenta[d]pyrimidin-4-yl]amino}propenamide